3-(4-aminophenyl)-1-isopropyl-1H-pyrazolo[3,4-d]pyrimidin-4-ylamine NC1=CC=C(C=C1)C1=NN(C2=NC=NC(=C21)N)C(C)C